N-methyl-N-phenyl-7-vinyl-[1,2,4]triazolo[4,3-a]quinazolin-5-amine CN(C1=NC=2N(C3=CC=C(C=C13)C=C)C=NN2)C2=CC=CC=C2